6,7-dimethyl-4-oxo-4H-benzopyran CC=1C(=CC2=C(C(C=CO2)=O)C1)C